C(\C(\C)=C/C(=O)[O-])(=O)[O-].C1(=CC=CC=C1)[I+]C1=CC=CC=C1.C1(=CC=CC=C1)[I+]C1=CC=CC=C1 bisdiphenyliodonium citraconate